NC1=NC=C(C=N1)CN1CC2=C(CC1)C(=CS2)C(=O)NC=2C=NC=C(C2)C(F)(F)F 6-((2-aminopyrimidin-5-yl)methyl)-N-(5-(trifluoromethyl)pyridin-3-yl)-4,5,6,7-tetrahydrothieno[2,3-c]pyridine-3-carboxamide